4-(2-(phenylmethoxy)ethyl)-3-hydroxy-6-methyl-picolinic acid C1(=CC=CC=C1)COCCC1=C(C(=NC(=C1)C)C(=O)O)O